O1CCN(CC1)[C@@H]1C[C@@H](CC1)NC(OC(C)(C)C)=O tert-butyl (1R,3S)-3-morpholinocyclopentylcarbamate